FCCCN1CC(C1)CC1=CC=C(C=C1)C1=C(CCCC2=C1C=CC(=C2)C(=O)O)C2=C(C=C(C=C2C)OC)C 9-(4-((1-(3-fluoropropyl)azetidin-3-yl)methyl)phenyl)-8-(4-methoxy-2,6-dimethylphenyl)-6,7-dihydro-5H-benzo[7]annulene-3-carboxylic acid